1-[4-(glucosyloxy) benzyl]-2-isobutyl malate C(C(O)CC(=O)[O-])(=O)OC(CCC1=CC=C(C=C1)OC1[C@H](O)[C@@H](O)[C@H](O)[C@H](O1)CO)(C)C